C(C1=CC=CC=C1)NC(N(C1=NC=C(N=C1)C=1C=NC(=NC1)OC)[C@@H]1CC[C@H](CC1)NC1=NC=C(C(=N1)C1=NNC=C1Br)C(F)(F)F)=O 3-benzyl-1-(trans-4-((4-(4-bromo-1H-pyrazol-3-yl)-5-(trifluoromethyl)pyrimidin-2-yl)amino)cyclohexyl)-1-(5-(2-methoxypyrimidin-5-yl)pyrazin-2-yl)urea